tert-butyl (3-(2,2-difluoroethyl)-1-(6-(3,4-difluorophenyl)-4-(hydroxymethyl)pyridin-3-yl)piperidin-3-yl)carbamate FC(CC1(CN(CCC1)C=1C=NC(=CC1CO)C1=CC(=C(C=C1)F)F)NC(OC(C)(C)C)=O)F